1,2,4-oxadiazol-5-yl-propanoic acid benzyl ester C(C1=CC=CC=C1)OC(C(C)C1=NC=NO1)=O